5-(4-((4'-chloro-[1,1'-biphenyl]-2-yl)amino)piperidine-1-carbonyl)-1-oxoisoindole ClC1=CC=C(C=C1)C1=C(C=CC=C1)NC1CCN(CC1)C(=O)C=1C=C2C=NC(C2=CC1)=O